1,4-phenylenediacryloyl chloride C1(=CC=C(C=C1)C=CC(=O)Cl)C=CC(=O)Cl